9,9'-(4,6-bis(4,6-diphenylpyrimidin-2-yl)-2-(3-phenyl-6-(6-phenylpyridin-2-yl)-9H-carbazol-9-yl)-1,3-phenylene)bis(9H-carbazole) C1(=CC=CC=C1)C1=NC(=NC(=C1)C1=CC=CC=C1)C1=C(C(=C(C(=C1)C1=NC(=CC(=N1)C1=CC=CC=C1)C1=CC=CC=C1)N1C2=CC=CC=C2C=2C=CC=CC12)N1C2=CC=C(C=C2C=2C=C(C=CC12)C1=CC=CC=C1)C1=NC(=CC=C1)C1=CC=CC=C1)N1C2=CC=CC=C2C=2C=CC=CC12